COC1=CC=C(C=C1)C1=NOC(=N1)C1CCNCC1 4-[3-(4-Methoxyphenyl)-1,2,4-oxadiazol-5-yl]piperidine